Benzyl (4R)-4-(tert-butoxycarbonylamino)-5-hydroxy-pentanoate C(C)(C)(C)OC(=O)N[C@H](CCC(=O)OCC1=CC=CC=C1)CO